N,N-bis(methyl-d3)ethan-1-amine-1,1,2,2-d C(N(C(C([2H])[2H])([2H])[2H])C([2H])([2H])[2H])([2H])([2H])[2H]